2-(2-Bromo-6-chlorophenyl)acetonitrile BrC1=C(C(=CC=C1)Cl)CC#N